(R)-2-amino-4-hydroxy-N-((R)-1-(3-methoxyphenyl)ethyl)butanamide trifluoroacetate FC(C(=O)O)(F)F.N[C@@H](C(=O)N[C@H](C)C1=CC(=CC=C1)OC)CCO